C1(CC1)[C@@]1(C(N(CC1)C1=C2C(=NC=C1)N(C(=C2)C=2C=NN(C2)C)S(=O)(=O)C2=CC=C(C)C=C2)=O)C#N (R)-3-cyclopropyl-1-(2-(1-methyl-1H-pyrazol-4-yl)-1-tosyl-1H-pyrrolo[2,3-b]pyridin-4-yl)-2-oxopyrrolidine-3-carbonitrile